CN(CCCCCC(=O)N(CCCCCCCC)CCCCCCCC)CCCCCC(=O)N(CCCCCCCC)CCCCCCCC 6,6'-(Methylazanediyl)Bis(N,N-Dioctylhexanamide)